2,6-bis(p-diethylaminobenzylene)-4-phenylcyclohexanone C(C)N(C1=CC=C(C=C2C(C(CC(C2)C2=CC=CC=C2)=CC2=CC=C(C=C2)N(CC)CC)=O)C=C1)CC